C(=O)(OC(C)(C)C)N1CC2(CC(C2)=O)CC1 6-Boc-2-oxo-6-aza-spiro[3.4]octane